C(#N)CC(=O)N1C[C@@H](CCC1)NC1=C2C(=NC=C1C(=O)OC1CC1)NC=C2 cyclopropyl (R)-4-((1-(2-cyanoacetyl)piperidin-3-yl)amino)-1H-pyrrolo[2,3-b]pyridine-5-carboxylate